C(=O)(OCC1=CC=CC=C1)N[C@@H](CCCCN)C(=O)O Cbz-Lysine